1-((1R,3S)-3-aminocyclohexyl)-2-(2-fluorophenyl)-1H-imidazo[4,5-c]pyridine-6-carbonitrile N[C@@H]1C[C@@H](CCC1)N1C(=NC=2C=NC(=CC21)C#N)C2=C(C=CC=C2)F